2-tert-butyl-(6-oxohexanamido)carbamic acid C(C)(C)(C)C(C(=O)NNC(O)=O)CCCC=O